C(C)(C)(C)OC(NC1CNCCC1)=O (3-piperidyl)carbamic acid tert-butyl ester